BrC1=C(N=CC(=N1)NC(=O)[C@H]1N[C@@H]2C[C@@]2(C1)C)C (1R,3S,5R)-N-(6-bromo-5-methylpyrazin-2-yl)-5-methyl-2-azabicyclo[3.1.0]Hexane-3-carboxamide